[Br-].CO[Zr+](OC)OC Trimethoxyzirconium bromide